O1C(=CC=C1)CSSCC=1OC=CC1 (furan-2-ylmethyl) disulfide